2-(6-{[(3S,4R)-3-fluoro-2,2,6,6-tetramethylpiperidin-4-yl]oxy}pyridazin-3-yl)-5-(4-methyl-1H-imidazol-1-yl)pyridin-3-ol F[C@H]1C(NC(C[C@H]1OC1=CC=C(N=N1)C1=NC=C(C=C1O)N1C=NC(=C1)C)(C)C)(C)C